BrCC1=C(C=CC(=C1)C(=O)OC)C1=CC=C(C=C1)C(=O)OC dimethyl 2-(bromomethyl)-[1,1'-biphenyl]-4,4'-dicarboxylate